Tert-butyl (R)-3-(((4-(((pyridin-4-ylmethyl)amino)methyl)benzyl)((S)-5,6,7,8-tetrahydroquinolin-8-yl)amino)methyl)-3,4-dihydroisoquinoline-2(1H)-carboxylate N1=CC=C(C=C1)CNCC1=CC=C(CN([C@H]2CCCC=3C=CC=NC23)C[C@@H]2N(CC3=CC=CC=C3C2)C(=O)OC(C)(C)C)C=C1